N-(4-bromophenyl)-3,5-dinitropyrazole BrC1=CC=C(C=C1)N1N=C(C=C1[N+](=O)[O-])[N+](=O)[O-]